1-(2,4-Dihydroxyphenyl)-3-(4-phenylmethoxyphenyl)prop-2-en-1-one OC1=C(C=CC(=C1)O)C(C=CC1=CC=C(C=C1)OCC1=CC=CC=C1)=O